C1(CC1)CN1C(=CC=2C1=NN(C2)C)C(=O)OCC ethyl 6-(cyclopropylmethyl)-2-methyl-2,6-dihydropyrrolo[2,3-c]pyrazole-5-carboxylate